tert-Butyl 6-(3'-(methoxycarbonyl)-5'-(4-(4-(trifluoromethyl)phenyl)-1H-1,2,3-triazol-1-yl)-[1,1'-biphenyl]-4-yl)-3-azabicyclo[4.1.0]heptane-3-carboxylate COC(=O)C=1C=C(C=C(C1)N1N=NC(=C1)C1=CC=C(C=C1)C(F)(F)F)C1=CC=C(C=C1)C12CCN(CC2C1)C(=O)OC(C)(C)C